C(#N)C=1C(=NC(=NC1)N[C@H]1CN(CCC1)C1=NN(C2=C(C=CC=C12)NC(C=C)=O)C)OC (R)-N-(3-(3-((5-cyano-4-methoxypyrimidin-2-yl)amino)piperidin-1-yl)-1-methyl-1H-indazol-7-yl)acrylamide